N1N=NC2=C1C=CC=C2C(=O)NN BenzotriazoleHydrazide